N,N-bis(2-hydroxyethyl)-1,8-octanediamine OCCN(CCCCCCCCN)CCO